C(CCCCCCCCCCCCCCCCC)C(CC(=O)O)SC(CC(=O)O)CCCCCCCCCCCCCCCCCC.C(C)OC=1C=C(OC=2C=C(C=NC2)NC(C=C)=O)C=CC1 N-{5-(3-ethoxyphenoxy)pyridin-3-yl}acrylamide 3,3'-dioctadecyl-thiodipropionate